(R)-7-(benzylsulfanyl)-1,3-dimethyl-2,3-dihydro-1H-pyrido[2,3-b][1,4]oxazine C(C1=CC=CC=C1)SC1=CC2=C(O[C@@H](CN2C)C)N=C1